tetraethyl-bipyrazole C(C)C1=C(C(N=N1)=C1N=NC(=C1CC)CC)CC